4-(dimethylaminopropyl)pyridine CN(C)CCCC1=CC=NC=C1